(2R)-3-(benzyloxy)-2-[(methylsulfonyl)oxy]propanoic acid methyl ester COC([C@@H](COCC1=CC=CC=C1)OS(=O)(=O)C)=O